C1(CC1)NC(C1=C(C=C(C(=C1)C=1C=NC(=C(C1)C=1C=NN(C1)C)NC(C([2H])([2H])O)([2H])[2H])C)F)=O N-cyclopropyl-2-fluoro-5-(6-((2-hydroxyethyl-1,1,2,2-d4)amino)-5-(1-methyl-1H-pyrazol-4-yl)pyridin-3-yl)-4-methylbenzamide